5-Cyano-N-(3-(2,6-dimethylpyridin-4-yl)-1H-indazol-5-yl)-3,4-dimethylpicolinamide C(#N)C=1C(=C(C(=NC1)C(=O)NC=1C=C2C(=NNC2=CC1)C1=CC(=NC(=C1)C)C)C)C